1,4-dimethyl butanedisulfonate C(CCCS(=O)(=O)OC)S(=O)(=O)OC